benzyl isoindoline-2-carboxylate C1N(CC2=CC=CC=C12)C(=O)OCC1=CC=CC=C1